OC=1C=C(C=CC1OC)/C=C/C(=O)C1=C(C=C(C=C1OC)O[C@H]1O[C@H]([C@@H]([C@H]([C@@H]1O)O)O)CO[C@H]1OC[C@H](CC1)O)O (E)-3-(3-Hydroxy-4-methoxyphenyl)-1-[2-hydroxy-6-methoxy-4-[(2R,3S,4R,5R,6S)-3,4,5-trihydroxy-6-[[(2R,5S)-5-hydroxyoxan-2-yl]oxymethyl]oxan-2-yl]oxyphenyl]prop-2-en-1-one